[N+](=O)([O-])C1=C(C[C@H](N)C(=O)O)C=CC=C1 2-nitrophenylalanine